5-(morpholinomethyl)thiophen O1CCN(CC1)CC1=CC=CS1